dimethoxymethylsilylpropyl-N,N-dimethylthio-carbamoyl tetrasulfide COC(OC)[SiH2]CCCCSN(C(=O)SSSSC(N(SC)SCCCC[SiH2]C(OC)OC)=O)SC